n-hexyltri(tert-butoxy)tin C(CCCCC)[Sn](OC(C)(C)C)(OC(C)(C)C)OC(C)(C)C